FC(S(=O)(=O)O)(F)F.C(CCCCCCCCC)N1C(N(C=C1)C)C 1-decyl-2,3-dimethylimidazole trifluoromethanesulfonate